COC1=C(C=C(CN2N=CC=C2)C=C1C)C 1-(4-methoxy-3,5-dimethylbenzyl)-1H-pyrazol